2-[[4-[2-(2H-tetrazol-5-yl)phenyl]piperazin-1-yl]-methyl]-3H-quinazolin-4-one N=1NN=NC1C1=C(C=CC=C1)N1CCN(CC1)CC1=NC2=CC=CC=C2C(N1)=O